4-{1-[(tert-Butyldimethylsilyl)oxy]propan-2-yl}-3-(1-ethoxyvinyl)-5-[3-(1-fluorocyclopropyl)-1H-pyrazol-5-yl]pyridazine nickel-cobalt aluminum [Al].[Co].[Ni].[Si](C)(C)(C(C)(C)C)OCC(C)C1=C(N=NC=C1C1=CC(=NN1)C1(CC1)F)C(=C)OCC